5-(1-(cyclopropylmethyl)piperidin-4-yl)-2-(2,5-dimethylpyridin-4-yl)-3-isopropyl-1H-indole C1(CC1)CN1CCC(CC1)C=1C=C2C(=C(NC2=CC1)C1=CC(=NC=C1C)C)C(C)C